C(C[C@@](O)(C)CCO)(=O)O.P(O)(O)(O)=O phosphoric acid mevalonate